FC(=C(C(=C(F)F)F)F)F perfluorobut-1,3-diene